(S)-3-((1-(2-(2-methoxyphenyl)-2-((tetrahydro-2H-pyran-4-yl)oxy)ethyl)-5-methyl-6-(oxazol-2-yl)-2,4-dioxa-1,4-dihydrothieno[2,3-d]pyrimidin-3(2H)-yl)methyl)cyclobutane-1-carboxamide COC1=C(C=CC=C1)[C@@H](CN1ON(OC2=C1SC(=C2C)C=2OC=CN2)CC2CC(C2)C(=O)N)OC2CCOCC2